1-(1-(1-methyl-3-(1-methyl-1H-pyrazol-4-yl)-1H-indazol-5-yl)-5,6-dihydroimidazo[1,5-a]pyrazin-7(8H)-yl)ethanone CN1N=C(C2=CC(=CC=C12)C=1N=CN2C1CN(CC2)C(C)=O)C=2C=NN(C2)C